C(C)(C)(C)C1=CC=C(C=C1)N(C(=O)[C@@H]1N(CCC1)C(=O)OCC1=CC=CC=C1)C(C(=O)N1CC(C1)F)C=1C=NC=CC1 (2R)-benzyl 2-((4-(tert-butyl)phenyl)(2-(3-fluoroazetidin-1-yl)-2-oxo-1-(pyridin-3-yl)ethyl)carbamoyl)pyrrolidine-1-carboxylate